6-methoxy-2-((tetrahydro-2H-pyran-4-yl)methyl)-3,4-dihydroisoquinoline COC=1C=C2CCN(CC2=CC1)CC1CCOCC1